COC1=CC=C2C(=N1)NC=C2C2=CC=1N(C=C2)N=CC1C(=O)N[C@@H](C(F)(F)F)C (R)-5-(6-methoxy-1H-pyrrolo[2,3-b]pyridin-3-yl)-N-(1,1,1-trifluoropropan-2-yl)pyrazolo[1,5-a]pyridine-3-carboxamide